OC1=C2C(C=C(OC2=CC(=C1OC)O)C1=CC=CC=C1)=O 5,7-dihydroxy-6-methoxy-flavone